1-[5,5-difluorotetrahydro-pyran-2-carbonyl]-4-(trideuteriomethoxy)piperidin FC1(CCC(OC1)C(=O)N1CCC(CC1)OC([2H])([2H])[2H])F